5-isopropyl-8-((2R,3S)-2-methyl-3-(methylsulfonyl)azetidin-1-yl)isoquinoline C(C)(C)C1=C2C=CN=CC2=C(C=C1)N1[C@@H]([C@H](C1)S(=O)(=O)C)C